C(C)OC(=O)C1=CNC=C(C1=O)C1=NC=C(C=C1)Cl 5-(5-Chloropyridin-2-yl)-4-oxo-1,4-dihydropyridine-3-carboxylic acid ethyl ester